N-(6-methoxy-2-((1R,4R)-4-(piperazin-1-yl)cyclohexyl)-2H-indazol-5-yl)-6-(trifluoromethyl)pyridinecarboxamide COC=1C(=CC2=CN(N=C2C1)C1CCC(CC1)N1CCNCC1)NC(=O)C1=NC(=CC=C1)C(F)(F)F